COC(=O)C=1C=CC2=C(N(C(=N2)CC=2C=NC(=CC2)Br)CC2OCC2)C1 2-((6-bromopyridin-3-yl)methyl)-1-(oxetan-2-ylmethyl)-1H-benzo[d]imidazole-6-carboxylic acid methyl ester